C(C)(C)(C)[S@](=O)\N=C\C1=C(C=C(C=C1)C1=NC=CC(=C1Cl)C=1C(=C(C=CC1)C1=CC=C(C(=N1)OC)\C=N\[S@@](=O)C(C)(C)C)Cl)OC (S)-N-((E)-(6-(3-(2-(4-((E)-(((S)-tert-butylsulfinyl)imino)methyl)-3-methoxyphenyl)-3-chloropyridin-4-yl)-2-chlorophenyl)-2-methoxypyridin-3-yl)methylene)-2-methylpropane-2-sulfinamide